5-(benzyl-(methyl)amino)-2-(4,6-dimethoxy-1,3,5-triazin-2-yl)-4,5,6,7-tetrahydro-2H-indazol-3-ol C(C1=CC=CC=C1)N(C1CC2=C(N(N=C2CC1)C1=NC(=NC(=N1)OC)OC)O)C